methyl 2-amino-5-(3,4-difluorobenzyloxy)benzoate NC1=C(C(=O)OC)C=C(C=C1)OCC1=CC(=C(C=C1)F)F